5-(1-(5-aminopyridin-2-yl)-3-(trifluoromethyl)-pyrazol-4-yl)-N-(3-chloro-4-(4-(piperidine-4-carbonyl)piperazine-1-carbonyl)phenyl)-1-methyl-imidazole-2-carboxamide diformate C(=O)O.C(=O)O.NC=1C=CC(=NC1)N1N=C(C(=C1)C1=CN=C(N1C)C(=O)NC1=CC(=C(C=C1)C(=O)N1CCN(CC1)C(=O)C1CCNCC1)Cl)C(F)(F)F